N1-(1-methoxy-2-methylpropan-2-yl)-N2-((S)-4-methyl-1-oxo-1-(((S)-3-oxo-1-((S)-2-oxopyrrolidin-3-yl)-4-(trifluoromethoxy)butan-2-yl)amino)pentan-2-yl)oxalamide COCC(C)(C)NC(C(=O)N[C@H](C(N[C@@H](C[C@H]1C(NCC1)=O)C(COC(F)(F)F)=O)=O)CC(C)C)=O